2-chloro-3-(1H-imidazol-1-yl)pyrazine ClC1=NC=CN=C1N1C=NC=C1